N-(4-methyl-3-(4,4,5,5-tetramethyl-1,3,2-dioxaborolan-2-yl)phenyl)-2-(2,2,2-trifluoroethyl)morpholine-4-carboxamide CC1=C(C=C(C=C1)NC(=O)N1CC(OCC1)CC(F)(F)F)B1OC(C(O1)(C)C)(C)C